[Br-].CN(C=1C=C(C=2[C@@H](C3=C(C=CC=C3N(C2C1)C1=CC=CC=C1)OC)C1=CC=CC2=CC=CC=C12)OC)C |r| (±)-3-(dimethylamino)-1,8-dimethoxy-9-(naphthalen-1-yl)-10-phenylacridine bromide